bis(isobutylamino)silane C(C(C)C)N[SiH2]NCC(C)C